C(C1=CC=CC=C1)(=O)N1CCN(CC1)C(=O)C=1C2=C(S(C1)(=O)=O)C=CC(=C2)C=2C=NN(C2)C (4-benzoylpiperazin-1-yl)(5-(1-methyl-1H-pyrazol-4-yl)-1,1-dioxidobenzo[b]thiophen-3-yl)methanone